C(C)(C)(C)OC(=O)N1N=C(C2=CC=C(C=C12)[C@@H]1C[C@@]12C(N(C1=CC=C(C=C21)OC)C(=O)OC(C)(C)C)=O)NC2=NC(=NC=C2OC(F)F)C tert-butyl (1R,2S)-2-[1-(tert-butoxycarbonyl)-3-{[5-(difluoromethoxy)-2-methylpyrimidin-4-yl]amino}indazol-6-yl]-5'-methoxy-2'-oxospiro[cyclopropane-1,3'-indole]-1'-carboxylate